NC1CC12CN(CC2)C2=C(C=NC=1NC3=C(C=C(C(=C3C12)F)F)NC)C=1C=C(C=NC1)C#N 5-[4-[cis-2-Amino-5-azaspiro[2.4]heptan-5-yl]-5,6-difluoro-8-(methylamino)-9H-pyrido[2,3-b]indol-3-yl]pyridin-3-carbonitril